FC(CN1CC2CCC(C1)C2NC2=NN1C(C=N2)=C(C=C1)C=1C=C2N=CC=NC2=CC1)F N-(3-(2,2-Difluoroethyl)-3-azabicyclo[3.2.1]octan-8-yl)-5-(quinoxalin-6-yl)pyrrolo[2,1-f][1,2,4]triazin-2-amine